C1CC[C@H]([C@@H](C1)C(=O)O)C(=O)O trans-cyclohexanedicarboxylic acid